6-[2-oxo-5-(3-oxobutyl)oxazolidin-3-yl]-4H-pyrazino[2,3-b][1,4]Oxazin-3-one O=C1OC(CN1C1=NC2=C(OCC(N2)=O)N=C1)CCC(C)=O